[Pd](Cl)Cl.C1(=CC=CC=C1)PC1=CC=CC=C1.C1(=CC=CC=C1)PC1=CC=CC=C1 bis(diphenylphosphine) palladium dichloride